N1=C(C=NC=C1)NC(=O)[C@@H]1CC12CCN(CC2)C(=O)OC(C(F)(F)F)C(F)(F)F |o1:9| 1,1,1,3,3,3-hexafluoropropan-2-yl (R or S)-1-(pyrazin-2-ylcarbamoyl)-6-azaspiro[2.5]octane-6-carboxylate